(R)-2-(2-(6-chloro-1H-pyrrolo[2,3-b]pyridin-4-yl)-6-((R)-3-methylmorpholino)pyrimidin-4-yl)tetrahydrothiophene 1,1-dioxide ClC1=CC(=C2C(=N1)NC=C2)C2=NC(=CC(=N2)[C@@H]2S(CCC2)(=O)=O)N2[C@@H](COCC2)C